O1CCNC(C2=C1C=NC=C2)=S 2H,3H,4H-pyrido[4,3-f][1,4]oxazepine-5-thione